FC=1C(=NC=NC1)C1=CC(=CC=C1)C(=O)N1CC(CC1)O 5-fluoro-4-(3-(3-hydroxypyrrolidine-1-carbonyl)phenyl)pyrimidin